C(C)S(=O)(=O)C1=NC(N(C(N1CC1=C(C=C(C(=C1)F)F)F)=O)CC1=NN(C=N1)C)=O 6-(ethylsulfonyl)-3-[(1-methyl-1H-1,2,4-triazol-3-yl)methyl]-1-(2,4,5-trifluorobenzyl)-1,3,5-triazine-2,4(1H,3H)-dione